1-(6-(azidomethyl)pyridin-2-yl)cyclobutan-1-ol Tert-butyl-3-(2-(2-bromothiazol-4-yl)propylamino)-5-cyclopropyl-1H-pyrazole-1-carboxylate C(C)(C)(C)C=1C(=NN(C1C1CC1)C(=O)OC1(CCC1)C1=NC(=CC=C1)CN=[N+]=[N-])NCC(C)C=1N=C(SC1)Br